N=1N(N=CC1)C=1C=CC(=NC1)O[C@H]1C[C@H](N(C1)C1=CC=C(C(=O)O)C=C1)COC(F)F 4-((2S,4S)-4-((5-(2H-1,2,3-Triazol-2-yl)pyridin-2-yl)oxy)-2-((difluoromethoxy)methyl)pyrrolidin-1-yl)benzoic acid